(R)-1'-(3-(difluoromethoxy)phenyl)-N-(3-methyl-1,1-dioxidotetrahydrothiophen-3-yl)-2'-oxospiro[cyclopropane-1,3'-indoline]-5'-carboxamide FC(OC=1C=C(C=CC1)N1C(C2(C3=CC(=CC=C13)C(=O)N[C@]1(CS(CC1)(=O)=O)C)CC2)=O)F